ClC=1C(=CC=NC1)OCC 5-chloro-4-ethoxypyridin